ClC=1N([CH-]N(C1Cl)C1=C(C=CC=C1C(CCC)C)C(CCC)C)C1=C(C=CC=C1C(CCC)C)C(CCC)C 4,5-dichloro-1,3-bis[2,6-di(pentan-4-yl)phenyl]-2H-imidazol-2-ide